(5S)-3-(3,5-difluorophenyl)-N-[cis-5-(propylsulfonylcarbamoyl)tetrahydrofuran-3-yl]-5-vinyl-4H-isoxazole-5-carboxamide FC=1C=C(C=C(C1)F)C1=NO[C@](C1)(C(=O)N[C@@H]1CO[C@@H](C1)C(NS(=O)(=O)CCC)=O)C=C